FC1(CN(CC[C@@]1(O)C)C1=NC=CC(=N1)NC=1N=CC2=C(C=CC(=C2C1)C(C)C)N1CC(C1)CS(=O)(=O)C)F (4S)-3,3-difluoro-1-[4-({8-[3-(methanesulfonyl-methyl)azetidin-1-yl]-5-(propan-2-yl)isoquinolin-3-yl}amino)pyrimidin-2-yl]-4-methyl-piperidin-4-ol